C(CCCCC)S 1-Hexyl mercaptan